C(=O)O.C(CC)OC(=O)C1=C(N=C(S1)NC([C@H](CNC(C1=CC(=CC=C1)C1=NOC(=N1)C)=O)N(C)C)=O)C (S)-2-(2-(dimethylamino)-3-(3-(5-methyl-1,2,4-oxadiazol-3-yl)benzoylamino)propionylamino)-4-methylthiazole-5-carboxylic acid propyl ester formate salt